2-methyl-3,4,5-trifluorobenzene CC1=CC=C(C(=C1F)F)F